2-(difluoromethyl)-8,9-dimethyl-7-(4-(4-(trifluoromethyl)phenoxy)piperidin-1-yl)-4H-pyrimido[1,2-b]pyridazin-4-one FC(C=1N=C2N(N=C(C(=C2C)C)N2CCC(CC2)OC2=CC=C(C=C2)C(F)(F)F)C(C1)=O)F